FC=1C=C2CN(C(C2=CC1N1CCNCC1)=O)C1C(NC(CC1)=O)=O 3-(5-fluoro-1-oxo-6-(piperazin-1-yl)isoindolin-2-yl)piperidine-2,6-dione